4-(4-(8-Chloro-7-((2-methyl-1H-benzo[d]imidazol-6-yl)oxy)quinoxalin-2-yl)-1H-pyrazol-1-yl)quinuclidine ClC=1C(=CC=C2N=CC(=NC12)C=1C=NN(C1)C12CCN(CC1)CC2)OC=2C=CC1=C(NC(=N1)C)C2